n-docosyl tetracosanoate C(CCCCCCCCCCCCCCCCCCCCCCC)(=O)OCCCCCCCCCCCCCCCCCCCCCC